NC1=C(C=C(C=2C(C3=CC=CC=C3C(C12)=O)=O)NC1=CC(=CC=C1)S(=O)(=O)CCOS(=O)(=O)[O-])S(=O)(=O)[O-] 1-amino-9,10-dioxo-4-[3-(2-sulfonatooxyethylsulfonyl)anilino]anthracene-2-sulfonate